8-methoxy-3-(2-methoxyphenyl)-1H-isochromen-1-one COC=1C=CC=C2C=C(OC(C12)=O)C1=C(C=CC=C1)OC